3-[(6-Bromo-4-methyl-3-pyridinyl)sulfanyl]-1,4-dimethyl-indole BrC1=CC(=C(C=N1)SC1=CN(C2=CC=CC(=C12)C)C)C